2-(4-((2-(3-((2-methoxy-4-(methylsulfonyl)phenyl)amino)prop-1-yn-1-yl)-1-(2,2,2-trifluoroethyl)-1H-indol-4-yl)amino)piperidin-1-yl)ethan-1-ol COC1=C(C=CC(=C1)S(=O)(=O)C)NCC#CC=1N(C2=CC=CC(=C2C1)NC1CCN(CC1)CCO)CC(F)(F)F